COC(C)(C)C1=CC=C(C=C1)CN [4-(1-methoxy-1-methyl-ethyl)phenyl]Methylamine